3-(4-((5-Aminopentyl)amino)-6-fluoro-1-oxoisoindolin-2-yl)piperidine-2,6-dione trifluoroacetate salt FC(C(=O)O)(F)F.NCCCCCNC1=C2CN(C(C2=CC(=C1)F)=O)C1C(NC(CC1)=O)=O